Cl.Cl.NCCCC=1SC=C(N1)C(=O)NCC1=NC=CC=C1F 2-(3-aminopropyl)-N-[(3-fluoropyridin-2-yl)methyl]-1,3-thiazole-4-carboxamide dihydrochloride